2-[[4-[3-[(4-Chloro-2-fluoro-phenyl)methoxy]-4-fluoro-phenyl]-2-fluoro-phenyl]methyl]-3-(2-hydroxyethyl)benzimidazole-5-carboxylic acid ClC1=CC(=C(C=C1)COC=1C=C(C=CC1F)C1=CC(=C(C=C1)CC=1N(C2=C(N1)C=CC(=C2)C(=O)O)CCO)F)F